C(C1=C(N)C=CC=C1)C1=C(N)C=CC=C1 ls-2,2'-methylenedianiline